N-(1-methylindazol-7-yl)-1H-pyrazole-4-sulfonamide CN1N=CC2=CC=CC(=C12)NS(=O)(=O)C=1C=NNC1